C(#N)CN1C(C2=CC(=CC=C2C1)B(O)O)=O (2-(CYANOMETHYL)-1-OXOISOINDOLIN-6-YL)BORONIC ACID